C(C)(=O)OC1CC2(C(C=3C(C(=C4C(C(OC(C4=CN(CC=C)CC=C)=O)COC)(C13)C)O)=O)CCC2=O)C 5-(Acetyloxy)-1-[(di-2-propenylamino)methylene]-4,4a,5,6,6a,8,9,9a-octahydro-11-hydroxy-4-(methoxymethyl)-4a,6a-dimethyl-cyclopenta[5,6]naphtho[1,2-c]pyran-2,7,10(1H)-trione